C1(=CC=CC=C1)CS(=O)(=O)OC1=C(OC(C1=O)C1=C(C=CC=C1)Br)N 2-amino-5-(2-bromophenyl)-4-oxo-4,5-dihydrofuran-3-yl phenylmethanesulfonate